(S)-2,2-dimethyl-1-(5-(pyridin-3-yl)-4,5-dihydro-1H-pyrazol-1-yl)propan-1-one CC(C(=O)N1N=CC[C@H]1C=1C=NC=CC1)(C)C